3-Fluoro-2-pyrimidin-2-yl-benzoic acid FC=1C(=C(C(=O)O)C=CC1)C1=NC=CC=N1